Methyl 6-aminoimidazo[1,5-a]pyrido[3,2-e]pyrazine-2-carboxylate NC=1C=2N(C3=C(N1)C=CC(=N3)C(=O)OC)C=NC2